FC1(CCCC=2C(=NC(=NC12)N1[C@H](CC1)C)N1CC(C1)CC(=O)O)F (S)-2-(1-(8,8-Difluoro-2-(2-methylazetidin-1-yl)-5,6,7,8-tetrahydroquinazoline-4-yl)azetidin-3-yl)acetic acid